(1R,4s)-4-(3-(((R)-2-(3-Fluorophenyl)-2-hydroxyethyl)amino)propyl)-cyclohexan-1-ol FC=1C=C(C=CC1)[C@H](CNCCCC1CCC(CC1)O)O